6-oxo-1-(3-(5-(piperazin-1-yl)pyrimidin-2-yl)benzyl)-1,6-dihydropyridazine O=C1C=CC=NN1CC1=CC(=CC=C1)C1=NC=C(C=N1)N1CCNCC1